C1(CC1)CN1C(=NC2=C1C=CC=C2)C2CCN(CC2)CC2=CC=C1C(=NN(C1=C2)C)C2=CC(=CC=C2)F 6-((4-(1-(cyclopropylmethyl)-1H-benzo[d]imidazol-2-yl)piperidin-1-yl)methyl)-3-(3-fluorophenyl)-1-methyl-1H-indazole